The molecule is the 2-caffeoyl derivative of isocitric acid. It derives from an isocitric acid. It is a conjugate acid of a 2-caffeoylisocitrate(3-). C1=CC(=C(C=C1/C=C\\C(=O)OC(C(CC(=O)O)C(=O)O)C(=O)O)O)O